N[C@H]1CCC(=O)OCOC1=O γ-methylene glutamate